C(C)(C)(C)C1=NC=C(C(N1CC)=O)N=C=S 2-(tert-butyl)-3-ethyl-5-isothiocyanatopyrimidin-4(3H)-one